BrC=1N=C(C=2N(C1)C=CN2)NC2=NC=C(C=C2)C(F)(F)F 6-bromo-N-(5-(trifluoromethyl)pyridin-2-yl)imidazo[1,2-a]pyrazin-8-amine